N=1C=C(N2C1C=NC=C2)CN2CC1(C2)CC(C1)NC(=O)NC1=CC(=CC=C1)C(F)(F)F 1-(2-(imidazo[1,2-a]pyrazin-3-ylmethyl)-2-azaspiro[3.3]heptan-6-yl)-3-(3-(trifluoromethyl)phenyl)urea